2-[4-(6-methylpyrimidin-4-yl)pyrazol-1-yl]-N-(5-pyrazin-2-yl-2-pyridyl)acetamide CC1=CC(=NC=N1)C=1C=NN(C1)CC(=O)NC1=NC=C(C=C1)C1=NC=CN=C1